CC1=NN=C(N=N1)C=1C=CC(=C(C1)CN)C(F)(F)F (5-(6-Methyl-1,2,4,5-tetrazin-3-yl)-2-(trifluoromethyl)phenyl)methylamine